FC=1C2=NC(=NC=3N([C@H]4CCOC[C@@H]4OC(=NC1C1=CC=CC4=CC=C(C(=C14)C#C[Si](C(C)C)(C(C)C)C(C)C)F)C23)C)S(=O)C (7aR,11aS)-4-fluoro-5-(7-fluoro-8-((triisopropylsilyl)ethynyl)naphthalen-1-yl)-12-methyl-2-(methylsulfinyl)-7a,8,10,11,11a,12-hexahydro-7,9-dioxa-1,3,6,12-tetraazapleiadene